N[C@@H](C(=O)O)CC1=CC=C(C=C1)OP(=O)(O)O (R)-2-amino-3-(4-(phosphonooxy)phenyl)propanoic acid